OC1COCOC1 5-Hydroxy-1,3-dioxan